3,5-bis(tert-butyldimethylsilyl)oxybenzoic acid [Si](C)(C)(C(C)(C)C)OC=1C=C(C(=O)O)C=C(C1)O[Si](C)(C)C(C)(C)C